CC=1C(=NOC1N)C1=CC=CC=C1 4-Methyl-3-phenyl-1,2-oxazol-5-amine